C1(CCC1)OC1=NC2=CC(=C(C=C2C(=C1)C(C)C)N1N=C(N(C1=O)CC)CO)F (2-cyclobutoxy-7-fluoro-4-isopropylquinolin-6-yl)-4-ethyl-3-(hydroxymethyl)-1H-1,2,4-triazol-5(4H)-one